4-Amino-6-(2,4-dimethoxybenzyl)-5-(o-tolyl)-5H-pyrrolo[3,4-b]pyridine-7(6H)-one NC1=C2C(=NC=C1)C(N(C2C2=C(C=CC=C2)C)CC2=C(C=C(C=C2)OC)OC)=O